2-methoxy-4-({2-oxo-5-[(3,4-dimethoxyphenyl)methyl]-3-oxacyclopentyl}methyl)phenolate COC1=C(C=CC(=C1)CC1C(OCC1CC1=CC(=C(C=C1)OC)OC)=O)[O-]